Cl.BrC=1C(=C(C=CC1)C(C)C(CN)NC1CC1)F 1-(1-(3-bromo-2-fluorophenyl)ethyl)-N1-cyclopropylethane-1,2-diamine hydrochloride